ClC1=CC(=C(COC2=CC=CC(=N2)C2CCN(CC2)CC2=NC3=C(N2CC=2OC=CN2)C=C(C=C3)C(=O)O)C=C1)F 2-[(4-{6-[(4-chloro-2-fluorobenzyl)oxy]pyridin-2-yl}piperidin-1-yl)methyl]-1-(1,3-oxazol-2-ylmethyl)-1H-benzimidazole-6-carboxylic acid